C(#N)CC=1C(=NC(=CC1)C(=O)OC)C(=O)OC Dimethyl 3-(cyanomethyl)pyridine-2,6-dicarboxylate